tert-butyl (5-(6-(cyclopropanecarboxamido)-1-((2-(trimethylsilyl)ethoxy)methyl)-1H-pyrrolo[2,3-b]pyridin-3-yl)-6-methylpyridin-2-yl)carbamate C1(CC1)C(=O)NC1=CC=C2C(=N1)N(C=C2C=2C=CC(=NC2C)NC(OC(C)(C)C)=O)COCC[Si](C)(C)C